Methyl 2-bromopropionate BrC(C(=O)OC)C